1-methyl-5-ethylbarbituric acid CN1C(=O)NC(=O)C(C1=O)CC